ClC1=CC2=C(C3=C(O2)C=CC(=C3)O)C=C1 7-chlorodibenzo[b,d]furan-2-ol